NC1=NC(=C2C(=N1)N(N=C2)CC2=CC=C(C=C2)N)C=2C(=C(C#N)C=CC2)F 3-(6-amino-1-(4-aminobenzyl)-1H-pyrazolo[3,4-d]pyrimidine-4-yl)-2-fluorobenzonitrile